4-(3-Aminoazepan-1-yl)-2-cyclopentylphthalazin-1(2H)-one-hydrochloride Cl.NC1CN(CCCC1)C1=NN(C(C2=CC=CC=C12)=O)C1CCCC1